zinc glutamate N[C@@H](CCC(=O)[O-])C(=O)[O-].[Zn+2]